C(C)(=O)N(N(C(=O)C1=CC=2C3=C(C(=NC2C=C1)N)C=NN3C)CC=3OC1=C(N3)C=C(C=C1)Cl)C N'-acetyl-4-amino-N-((5-chlorobenzo[d]oxazol-2-yl)methyl)-N',1-dimethyl-1H-pyrazolo[4,3-c]quinoline-8-carbohydrazide